6-bromo-N-(furan-2-ylmethyl)-2,3,4,9-tetrahydro-1H-carbazol-1-amine BrC=1C=C2C=3CCCC(C3NC2=CC1)NCC=1OC=CC1